CS(=O)(=O)C=1C=C2C(=C(C(N(C2=CC1)C)=O)C#N)N1CCC(CC1)(C=1OC2=C(N1)C=C(C=C2)C)C 6-(methylsulfonyl)-1-methyl-4-[4-methyl-4-(5-methyl-1,3-benzooxazol-2-yl)piperidin-1-yl]-2-oxo-1,2-dihydroquinoline-3-carbonitrile